(R)-5-(3-((1-acetylpiperidin-4-yl)oxy)-2-fluorophenyl)-3-(2-amino-2-phenylethyl)-1-(2-fluoro-6-(trifluoromethyl)benzyl)-6-methylpyrimidine-2,4(1H,3H)-dione C(C)(=O)N1CCC(CC1)OC=1C(=C(C=CC1)C=1C(N(C(N(C1C)CC1=C(C=CC=C1C(F)(F)F)F)=O)C[C@@H](C1=CC=CC=C1)N)=O)F